FC(C1=NC=CC=C1OC1CCN(CC1)C(=O)OC(C)(C)C)(F)F tert-butyl 4-{[2-(trifluoromethyl)pyridin-3-yl]oxy}piperidine-1-carboxylate